dimethyl-phenylamidino-lithium CN=C(N(C1=CC=CC=C1)C)[Li]